N-octadecyl-N-tetradecyl-tolylammonium [tetrakis(perfluorophenyl)borate] FC1=C(C(=C(C(=C1F)F)F)F)[B-](C1=C(C(=C(C(=C1F)F)F)F)F)(C1=C(C(=C(C(=C1F)F)F)F)F)C1=C(C(=C(C(=C1F)F)F)F)F.C(CCCCCCCCCCCCCCCCC)[NH+](CCCCCCCCCCCCCC)C1=C(C=CC=C1)C